C(CN(CC(=O)O)CC(=O)O)N(CC(=O)O)CC(=O)O ethylenediamintetraacetic acid